tert-butyl 5-[4-(2-methoxy-2-oxoethyl)phenyl]-2,5-diazabicyclo[2.2.1]heptane-2-carboxylate COC(CC1=CC=C(C=C1)N1C2CN(C(C1)C2)C(=O)OC(C)(C)C)=O